C1(CCCC1)C(=O)N1CCN(CC1)CC1=C(N=C2N1C=CC=C2)C2=CC=C(C#N)C=C2 4-(3-{[4-(cyclopentylcarbonyl)piperazin-1-yl]Methyl}imidazo[1,2-a]Pyridin-2-yl)benzonitrile